C(C1=CC=CC=C1)OC1=CC(=C(C=C1)NC1=CC(=CC=C1)NCCCC1CCCCC1)C1CC1 N1-[4-(benzyloxy)-2-cyclopropylphenyl]-N3-(3-cyclohexylpropyl)benzene-1,3-diamine